BrCC(=O)C12COC(CC1)(C2)COC 2-bromo-1-(1-(methoxymethyl)-2-oxabicyclo[2.2.1]heptan-4-yl)ethan-1-one